NC=1C=C(C=NC1C)NC(CN1CCCCC1)=O N-(5-amino-6-methylpyridin-3-yl)-2-(piperidin-1-yl)acetamide